Cl.CC1=C(C(=O)OC)C=C(C=C1)C1C[C@@H](OC2=CC=CC=C12)CN[C@H](C)C1=CC=CC2=CC=CC=C12 methyl 2-methyl-5-((2R)-2-((((R)-1-(naphthalen-1-yl)ethyl)amino)methyl) chroman-4-yl)benzoate hydrochloride